Methylenetributylphosphorane C=P(CCCC)(CCCC)CCCC